N-(6-(dimethylphosphoryl)pyridin-3-yl)-6-azaspiro[2.5]octane-1-carboxamide hydrochloride Cl.CP(=O)(C)C1=CC=C(C=N1)NC(=O)C1CC12CCNCC2